C(C)(C)C1=NC(=NC(=N1)C(C)C)C1=CC=C(C=C1)OC 2,4-diisopropyl-6-p-methoxyphenyl-1,3,5-triazine